C1(CC1)OC=1C=C(C=CC1)C1=CC(=NN1CC1=C(C=CC=C1)OCC)COC(C(=O)O)(C)C 2-([5-(3-Cyclopropoxyphenyl)-1-[(2-ethoxyphenyl)methyl]-1H-pyrazol-3-yl]methoxy)-2-methylpropanoic acid